2-Phenyl-[1,2,4]triazolo[1,5-a]pyridin-6-amine C1(=CC=CC=C1)C1=NN2C(C=CC(=C2)N)=N1